(5-bromo-3-pyridyl)methyl 3-[(1-tetrahydropyran-2-ylindazol-5-yl)oxymethyl]pyrrolidine-1-carboxylate O1C(CCCC1)N1N=CC2=CC(=CC=C12)OCC1CN(CC1)C(=O)OCC=1C=NC=C(C1)Br